Benzyldodecyldimethyl-ammonium Bromide [Br-].C(C1=CC=CC=C1)[N+](C)(C)CCCCCCCCCCCC